2-chloro-6-fluoro-1-((5-methoxypyrimidin-2-yl)methyl)-1H-benzo[d]imidazole ClC1=NC2=C(N1CC1=NC=C(C=N1)OC)C=C(C=C2)F